2-isopropyl-para-phenylenediamine C(C)(C)C1=C(C=CC(=C1)N)N